N1=C(C=NC=C1)C(C)N1CCN(CC1)CC1=C(C#N)C=CC=C1 2-({4-[1-(pyrazin-2-yl)ethyl]piperazin-1-yl}methyl)benzonitrile